N[C@@H](C(=O)N1CC2=CC=C(C=C2C1)NS(=O)(=N)C)CC1=C(C=C(C=C1)Cl)Cl N-(2-((R)-2-amino-3-(2,4-dichlorophenyl)propanoyl)isoindolin-5-yl)methanesulfonimidamide